(((1,3-dimethyl-1H-pyrazol-5-yl)sulfonyl)difluoromethyl)-piperidine-1-carboxylic acid tert-butyl ester C(C)(C)(C)OC(=O)N1C(CCCC1)C(F)(F)S(=O)(=O)C1=CC(=NN1C)C